2-(4-((1-methyl-9-(1-methyl-1H-pyrazol-4-yl)-6,7-dihydro-5H-benzo[c][1,2,3]triazolo[1,5-a]azepin-7-yl)amino)phenyl)ethan-1-ol CC=1N=NN2C1C1=C(C(CC2)NC2=CC=C(C=C2)CCO)C=C(C=C1)C=1C=NN(C1)C